4-methyl-3-(pentan-3-ylsulfonimidoyl)aniline CC1=C(C=C(N)C=C1)S(=O)(=N)C(CC)CC